CN1SC(C(=C1C)C(C1=CC=CC=C1)=O)=NC1=CC=C(C=C1)OC 2,3-dimethyl-4-benzoyl-N-(4-methoxyphenyl)isothiazol-5(2H)-imine